FC=1C(=C2N=CC=NC2=CC1F)COC1=C(C=C(C(=C1)[N+](=O)[O-])F)OC 6,7-difluoro-5-((4-fluoro-2-methoxy-5-nitrophenoxy)methyl)quinoxaline